aluminium octylsuccinate C(CCCCCCC)C(C(=O)[O-])CC(=O)[O-].[Al+3].C(CCCCCCC)C(C(=O)[O-])CC(=O)[O-].C(CCCCCCC)C(C(=O)[O-])CC(=O)[O-].[Al+3]